3-Methylcrotonate CC(=CC(=O)[O-])C